tert-Butyl 5-(3-(3-(ethoxycarbonyl)-4,5,6,7-tetrahydrobenzo[b]thiophen-2-yl)ureido)-1H-indole-1-carboxylate C(C)OC(=O)C=1C2=C(SC1NC(NC=1C=C3C=CN(C3=CC1)C(=O)OC(C)(C)C)=O)CCCC2